C(C)(C)(C)OC(=O)N1CCC(CC1)N(C1=NC=C(C(=N1)OCC)C(=O)OCC)CC ethyl 2-((1-(tert-butoxycarbonyl)piperidin-4-yl)(ethyl)amino)-4-ethoxypyrimidine-5-carboxylate